2-{3-[(1R)-1-{[6-bromo-2-methyl-8-(trifluoromethyl)-8H-pyrazolo[3,4-h]quinazolin-4-yl]amino}ethyl]phenyl}-2,2-difluoroethan-1-ol BrC1=CC=2C(=NC(=NC2C=2C1=NN(C2)C(F)(F)F)C)N[C@H](C)C=2C=C(C=CC2)C(CO)(F)F